1-(4-(2-(((tert-butyldimethylsilyl)oxy)methyl)-6-(morpholine-4-carbonyl)quinolin-4-yl)piperazin-1-yl)ethan-1-one [Si](C)(C)(C(C)(C)C)OCC1=NC2=CC=C(C=C2C(=C1)N1CCN(CC1)C(C)=O)C(=O)N1CCOCC1